1-benzyl-3,4-difluorobenzene C(C1=CC=CC=C1)C1=CC(=C(C=C1)F)F